C(C1=CC=CC=C1)NNC(COC1=CC=CC=2CC(OC21)(C)C)=O (E)-N'-benzyl-2-((2,2-dimethyl-2,3-dihydrobenzofuran-7-yl)oxy)acethydrazide